N,N,N-trimethyl-4-sulfobutan-1-aminium C[N+](CCCCS(=O)(=O)O)(C)C